O1C(CCCC1)N1C2=NC=NC=C2N=C1 9-tetrahydropyran-2-yl-purine